rel-4-iodo-2-methyl-6-{[(1r,4r)-4-(trifluoromethyl)cyclohexyl]oxy}-pyridine IC1=CC(=NC(=C1)OC1CCC(CC1)C(F)(F)F)C